C(C)(=O)O.C1NCC12NC(OC2)=O 7-oxa-2,5-diazaspiro[3.4]octane-6-one acetate